[Si](C)(C)(C(C)(C)C)OC1C(OC(C1O[Si](C)(C)C(C)(C)C)C)N1C(N=C(C(=C1)F)NC(=O)NC=1C=NN2C1N=C(C=C2)NC2=CC(=C(C=C2)F)Cl)=O 1-{1-[3,4-bis(t-butyldimethylsilyloxy)-5-methyltetrahydrofuran-2-yl]-5-fluoro-2-oxo-1,2-dihydropyrimidin-4-yl}-3-[5-(3-chloro-4-fluorophenylamino)-pyrazolo[1,5-a]pyrimidin-3-yl]-urea